Methyl (±)-syn-9,10-bis(2-hexyldecanoyloxy)stearate C(CCCCC)C(C(=O)OC(CCCCCCCC(=O)OC)C(CCCCCCCC)OC(C(CCCCCCCC)CCCCCC)=O)CCCCCCCC